3-(4-Aminobutyl)-N,N-dipropylbenzenesulfonamide NCCCCC=1C=C(C=CC1)S(=O)(=O)N(CCC)CCC